C(C)(=O)NC(C)(C)C1CCNCC1 N-acetyl-2-(4-piperidinyl)-2-propylamine